C1(CC1)CN1N=C(C(=C1N(C(OC(C)(C)C)=O)C1=NC=NC(=C1)N1N=C(C(=C1C)[N+](=O)[O-])C)C)C1=CC=C(C=C1)F tert-butyl [1-(cyclopropylmethyl)-3-(4-fluorophenyl)-4-methyl-1H-pyrazol-5-yl][6-(3,5-dimethyl-4-nitro-1H-pyrazol-1-yl)pyrimidin-4-yl]carbamate